C[C@@H]1CN(CC[C@@H]1NC1=NC=C(C(=N1)C1=CC2=C(CNC2=O)S1)C(F)(F)F)S(=O)(=O)C 2-(2-(((3R,4S)-3-methyl-1-(methylsulfonyl)piperidin-4-yl)amino)-5-(trifluoro-methyl)pyrimidin-4-yl)-5,6-dihydro-4H-thieno[2,3-c]pyrrol-4-one